C(C1=CC=CC=C1)OC=1C=C(C=CC1)N1C(=N[N-]C1=S)C1=NC2=CC=CC=C2C=C1.[Na+] Sodium 4-(3-(benzyloxy)phenyl)-3-(quinolin-2-yl)-5-thioxo-4,5-dihydro-1,2,4-triazol-1-ide